C(C)(C)(C)C1=CC(=NC=C1)C1=CC=CC2=C1OC1=C2C=CC=C1[Si](C)(C)C 4-(tert-butyl)-2-(6-(trimethylsilyl)dibenzo-[b,d]furan-4-yl)pyridine